[4-(3-amino-1H-pyrazol-5-yl)phenyl](4,4-dimethylpiperidin-1-yl)methanone NC1=NNC(=C1)C1=CC=C(C=C1)C(=O)N1CCC(CC1)(C)C